C(C)OC(=O)C=1N=C2N(C=C(N=C2)C2CCN(CC2)C(=O)OC(C)(C)C)C1 6-(1-(tert-Butoxycarbonyl)piperidin-4-yl)imidazo[1,2-a]pyrazine-2-carboxylic acid ethyl ester